C(#N)C1=C(SC(=C1C1=CC=C(C=C1)OC)C)N1C(C2=CC=CC=C2C1=O)=O 2-(3-cyano-4-(4-methoxyphenyl)-5-methylthiophen-2-yl)-1,3-dioxoisoindoline